C(C)(C)NC(O[C@@H]1CO[C@@H](C1)C1=CC(=NN1)NC1=CC2=C(S(CC2)(=O)=O)C=C1)=O |r| racemic-cis-5-(3-((1,1-dioxido-2,3-dihydrobenzo[b]thiophen-5-yl)amino)-1H-pyrazol-5-yl)tetrahydrofuran-3-yl isopropylcarbamate